(2E,2'E)-2,2'-(1-(5-(morpholinomethyl)furan-2-yl)propane-1,2-diylidene)bis(N-methylhydrazine-1-carbothioamide) O1CCN(CC1)CC1=CC=C(O1)\C(\C(\C)=N\NC(NC)=S)=N\NC(NC)=S